C(C)(=O)N1C=C(C2=CC(=CC=C12)Br)/C(=C/C=1C=C(C#N)C=CC1OC)/C#N (Z)-3-(2-(1-acetyl-5-bromo-1H-indol-3-yl)-2-cyanovinyl)-4-methoxybenzonitrile